6-chloro-5-(2-chloro-4-fluorophenyl)-2-methyl-3(2H)-pyridazinone ClC=1C(=CC(N(N1)C)=O)C1=C(C=C(C=C1)F)Cl